ClC1=C(C=CC2=C1C(=NC(C=1N2C(=NN1)C)C)C1=C(C=CC(=C1)OC)F)C(F)(F)F 7-chloro-6-(2-fluoro-5-methoxy-phenyl)-1,4-dimethyl-8-(trifluoromethyl)-4H-[1,2,4]triazolo[4,3-a][1,4]benzodiazepine